(fluoro(2-(((3S,6S,9aS)-3-(3-(4-fluoro-1-methyl-1H-pyrazol-5-yl)azetidine-1-carbonyl)-5-oxooctahydro-1H-pyrrolo[1,2-a]azepin-6-yl)carbamoyl)benzo[b]thiophen-5-yl)methyl)phosphonic acid FC(C1=CC2=C(SC(=C2)C(N[C@H]2CCC[C@@H]3N(C2=O)[C@@H](CC3)C(=O)N3CC(C3)C3=C(C=NN3C)F)=O)C=C1)P(O)(O)=O